4-(4-((4-chloro-3-(trifluoromethyl)phenyl)sulfonyl)-2-(2-ethoxyethoxy)phenyl)-2,4-dihydro-3H-1,2,4-triazole-3-thione ClC1=C(C=C(C=C1)S(=O)(=O)C1=CC(=C(C=C1)N1C(NN=C1)=S)OCCOCC)C(F)(F)F